1,N11-dibenzyl-N1,N11-bis((5-formylfuran-2-yl)methyl)undecane-1,11-diamine chloride [Cl-].C(C1=CC=CC=C1)C(CCCCCCCCCCN(CC=1OC(=CC1)C=O)CC1=CC=CC=C1)NCC=1OC(=CC1)C=O